[N+](=O)([O-])CC=1C=C(C(=O)OCC#N)C=CC1 Cyanomethyl 3-(nitromethyl)benzoate